4-((1,2-bis(tert-butoxycarbonyl)-2-(2-(trifluoromethoxy)ethyl)hydrazineyl)methyl)benzoic acid C(C)(C)(C)OC(=O)N(N(CCOC(F)(F)F)C(=O)OC(C)(C)C)CC1=CC=C(C(=O)O)C=C1